2-(benzylamino)ethane-1-ol C(C1=CC=CC=C1)NCCO